FC=1C(=NC(=CC1)C#CC=1C=NC=CC1)C=NO 3-fluoro-6-(pyridin-3-ylethynyl)pyridinealdoxime